Cl.N[C@@H](C(=O)N)CC1=CC=CC=C1 (R)-2-Amino-3-phenylpropanamide Hydrochloride